ClC1=C(CCCC1=CO)C=O 2-chloro-1-formyl-3-(hydroxymethylene)-1-cyclohexene